C(=O)O.C1(=CC=CC=C1)S(=O)(=O)N benzenesulfonamide formate